BrC1=NC(=CC=C1)C=1NC(=CN1)C1=CC=C(C=C1)[N+](=O)[O-] 2-bromo-6-(5-(4-nitrophenyl)-1H-imidazol-2-yl)pyridine